3-(2-iodophenyl)-1-(thien-2-yl)propan-1-one IC1=C(C=CC=C1)CCC(=O)C=1SC=CC1